(2S)-2'-cyclopropyl-2-(1-methyl-1H-1,2,3-triazol-4-yl)-4',5'-dihydrospiro[piperidine-4,7'-thieno[2,3-c]pyran] C1(CC1)C1=CC2=C(C3(OCC2)C[C@H](NCC3)C=3N=NN(C3)C)S1